aza-borole N1B=CC=C1